6-Bromohexan-1-aminium bromide [Br-].BrCCCCCC[NH3+]